C(C1=CC=CC=C1)S(=O)(=O)CC1=CC=CC=C1 phenmethyl sulfone